FC(C1=C(C=CC=C1)N1CCC1)(F)F 1-(2-(trifluoromethyl)phenyl)azetidine